C1(=CC=CC=C1)S(=O)(=O)CC1=C2C=NN(C2=CC=C1)COCC[Si](C)(C)C 4-((benzenesulfonyl)methyl)-1-((2-(trimethylsilyl)ethoxy)methyl)-1H-indazole